dimethyl (2E)-pent-2-enedioate C(\C=C\CC(=O)OC)(=O)OC